ClC1=CN=C2N1N=C(C=C2)C2=CNC=1N=C(N=CC12)N[C@@H]1CC[C@@H](CC1)OC(F)(F)F 5-(3-chloroimidazo[1,2-b]pyridazin-6-yl)-N-(cis-4-(trifluoromethoxy)cyclohexyl)-7H-pyrrolo[2,3-d]pyrimidin-2-amine